1-bromo-2-fluoro-4-iodo-5-nitro-benzene BrC1=C(C=C(C(=C1)[N+](=O)[O-])I)F